N1N=CC(=C1)C1=C2CC(NC2=CC=C1)=O 4-(1H-pyrazol-4-yl)-1,3-dihydroindol-2-one